1-((1R,2R)-2-hydroxy-4,4-dimethyl-1,2,3,4-tetrahydronaphthalen-1-yl)-3-(5-methyl-6-(2-methylpyrimidin-5-yl)-2-phenylpyridin-3-yl)urea O[C@H]1[C@@H](C2=CC=CC=C2C(C1)(C)C)NC(=O)NC=1C(=NC(=C(C1)C)C=1C=NC(=NC1)C)C1=CC=CC=C1